1-bromo-3-(bromomethyl)-5-(trifluoromethoxy)benzene BrC1=CC(=CC(=C1)OC(F)(F)F)CBr